(1Z,2E)-N-benzyloct-2-en-1-imine oxide C(C1=CC=CC=C1)/[N+](=C/C=C/CCCCC)/[O-]